C1(CC1)N1N=CC(=C1)C1CNC[C@H](O1)C (6R)-2-(1-cyclopropylpyrazol-4-yl)-6-methyl-morpholine